2-(4-(tert-butyl)phenyl)-5,6-dihydro-4H-pyrrolo[3,2,1-ij]Quinoline C(C)(C)(C)C1=CC=C(C=C1)C1=CC=2C=CC=C3CCCN1C23